C(C)SC1=NC(=CC(=C1C(=O)NCCC1OCCCC1)C)N1CCOCC1 2-Ethylsulfanyl-4-methyl-6-morpholin-4-yl-N-(2-tetrahydro-pyran-2-yl-ethyl)-pyridine-3-carboxylic acid amide